Cl.FC=1C(=NC=CC1OC)CNC(=O)C=1C(=NN(C1)CC1=CC=C(C=C1)CN1C(C=CC=C1)=O)COC N-[(3-fluoro-4-methoxypyridin-2-yl)methyl]-3-(methoxymethyl)-1-({4-[(2-oxopyridin-1-yl)methyl]phenyl}methyl)pyrazole-4-carboxamide hydrochloride